Margarat C(CCCCCCCCCCCCCCCC)(=O)[O-]